IO hypoiodous acid